N-(2-methyl-4-fluoro-5-bromophenyl)-2-chloro-4-((3,5-dichlorophenyl)sulfamoyl)benzenesulfonamide CC1=C(C=C(C(=C1)F)Br)NS(=O)(=O)C1=C(C=C(C=C1)S(NC1=CC(=CC(=C1)Cl)Cl)(=O)=O)Cl